N-(2-(2-(dimethylamino)ethyl)-6-(thiophene-3-yl)-2H-indazol-5-yl)-2-(pyridin-4-yl)thiazole-4-carboxamide CN(CCN1N=C2C=C(C(=CC2=C1)NC(=O)C=1N=C(SC1)C1=CC=NC=C1)C1=CSC=C1)C